N.[He] helium ammonia